1-(4-(2-chloro-4-((3-(3-fluoro-4-methoxyphenyl)imidazo[1,2-a]pyrazin-8-yl)amino)benzoyl)piperazin-1-yl)-2-(methylamino)ethanone ClC1=C(C(=O)N2CCN(CC2)C(CNC)=O)C=CC(=C1)NC=1C=2N(C=CN1)C(=CN2)C2=CC(=C(C=C2)OC)F